nonyl 8-[3-[2-[2-[2-[2-[(1-methylpiperidine-4-carbonyl) amino]ethoxy]ethoxy]ethoxy]ethoxy]-2-(8-nonoxy-8-oxo-octoxy)propoxy]octanoate CN1CCC(CC1)C(=O)NCCOCCOCCOCCOCC(COCCCCCCCC(=O)OCCCCCCCCC)OCCCCCCCC(=O)OCCCCCCCCC